Cl.NCC=1N=C2N(C=C(C=C2CN2C(N(C(C2)=O)C)=O)C2CC2)C1 1-((2-(aminomethyl)-6-cyclopropylimidazo[1,2-a]pyridin-8-yl)methyl)-3-methylimidazolidine-2,4-dione hydrochloride